[NH3+]CCCS(=O)(=O)[O-] 3-ammonio-1-propanesulfonate